CC=1C=CC(=NC1)C1C[C@H](NCC1)C1=CC=C(C(=O)[O-])C=C1 (S)-4-(4-(5-methylpyridin-2-yl)piperidin-2-yl)benzoate